1-[4-bromo-5-[(E)-3-chloroallyloxy]-2-fluoro-phenyl]-3-[(1S)-1-(2-pyrimidin-2-yl-1,2,4-triazol-3-yl)ethyl]urea BrC1=CC(=C(C=C1OC\C=C\Cl)NC(=O)N[C@@H](C)C=1N(N=CN1)C1=NC=CC=N1)F